C(C)(CCCCCCC)O secondary nonyl alcohol